OC(C)(C)C1CCN(CC1)C(=O)C1=CC2=C(OC[C@@H](C(N2C)=O)NC(OC(C)(C)C)=O)C=C1 tert-butyl (S)-(7-(4-(2-hydroxypropan-2-yl)piperidine-1-carbonyl)-5-methyl-4-oxo-2,3,4,5-tetrahydrobenzo[b][1,4]oxazepin-3-yl)carbamate